Methyl 4-(3,4-dichlorophenyl)-1-(2-oxo-1,2-dihydroquinoline-4-carbonyl)piperazine-2-carboxylate ClC=1C=C(C=CC1Cl)N1CC(N(CC1)C(=O)C1=CC(NC2=CC=CC=C12)=O)C(=O)OC